1-methyl-2-propylpyrrolium methanesulfonate CS(=O)(=O)[O-].C[NH+]1C(=CC=C1)CCC